BrC=1C(=C(C(=NC1)F)F)CC 5-bromo-4-ethyl-2,3-difluoropyridine